CC(C(C)O[SiH3])C 1,1-dimethyl-2-propoxysilane